O(C1=CC=CC=C1)CCSCC1=CNC(O1)=O 5-(Phenoxyethylthiomethyl)oxazol-2(3H)-one